OC(CC(=O)[O-])CC β-hydroxypentanoate